methyl 2-amino-2-(4-benzyl-3,4-dihydro-2H-benzo[b][1,4]thiazin-6-yl)acetate NC(C(=O)OC)C1=CC2=C(SCCN2CC2=CC=CC=C2)C=C1